5-[(2-chloro-6-fluorophenyl)methyl]-2-methyl-4-[(1-methylcycloheptyl)methyl]-2,4-dihydro-3H-1,2,4-triazol-3-one ClC1=C(C(=CC=C1)F)CC=1N(C(N(N1)C)=O)CC1(CCCCCC1)C